CN1CCN(CC1)C1=CC=C2C(=N1)SC(=N2)NC(C)=O N-(5-(4-methylpiperazin-1-yl)thiazolo[5,4-b]pyridin-2-yl)acetamide